C(#N)C[C@@](C(=O)N1CCOC2=C(C1)C=NC=C2C#N)(CC)C 4-[(2S)-2-(cyanomethyl)-2-methyl-butyryl]-3,5-dihydro-2H-pyrido[3,4-f][1,4]oxaazepine-9-Carbonitrile